ClC1=C(C=CC=C1)C=1N(C(=C(N1)C)C(=O)O)O (2-chlorophenyl)-1-hydroxy-4-methyl-1H-imidazole-5-carboxylic acid